ClC1=C2C(NC(=NC2=C(C=C1)Cl)NC1=CC(=CC(=C1)Cl)Cl)=O 5,8-dichloro-2-((3,5-dichlorophenyl)amino)quinazoline-4(3H)-One